2-(3-isopropoxy-5-((1s,3s)-3-methoxy-1-(4-methyl-4H-1,2,4-triazol-3-yl)cyclobutyl)phenyl)-6-(((1-methylcyclobutyl)amino)methyl)-4-(trifluoromethyl)isoindolin-1-one C(C)(C)OC=1C=C(C=C(C1)C1(CC(C1)OC)C1=NN=CN1C)N1C(C2=CC(=CC(=C2C1)C(F)(F)F)CNC1(CCC1)C)=O